BrC=1C=CC(=C(C1)C1=CC(=CC=C1)OC)S(=O)(=O)N1CCC(CC1)(C(=O)N[C@@H](C)\C=C/S(=O)(=O)C)F (S,Z)-1-((5-bromo-3'-methoxy-[1,1'-biphenyl]-2-yl)sulfonyl)-4-fluoro-N-(4-(methylsulfonyl)but-3-en-2-yl)piperidine-4-carboxamide